OC(=O)C(F)(F)F.ClC1=C(C=C(C(=O)N2CCC(CC2)CN2CCC(CC2)COC2=C(C=C(C=C2OC)B(O)O)OC)C=C1)N1C(NC(CC1)=O)=O (4-((1-((1-(4-chloro-3-(2,4-dioxotetrahydropyrimidin-1(2H)-yl)benzoyl)piperidin-4-yl)methyl)piperidin-4-yl)methoxy)-3,5-dimethoxyphenyl)boronic acid TFA salt